C(C)OC1=C(C=C(C(=C1C=O)O)[N+](=O)[O-])C1=CC=CC=C1 ethoxy-4-hydroxy-5-nitro-[1,1'-biphenyl]-3-carbaldehyde